(S)-2-(2,6-dichlorobenzoylamino)-3-(4-(5',6'-difluoro-2'-oxospiro[cyclopropane-1,3'-indolin]-1'-yl)phenyl)propionic acid ClC1=C(C(=O)N[C@H](C(=O)O)CC2=CC=C(C=C2)N2C(C3(C4=CC(=C(C=C24)F)F)CC3)=O)C(=CC=C1)Cl